CN1CCOC2=C1C=C(C=C2)NC(C2=C(C(=CC=C2)C(F)(F)F)Cl)=O N-(4-methyl-3,4-dihydro-2H-benzo[1,4]oxazin-6-yl)-2-chloro-3-trifluoromethyl-benzamide